N-(2-chloro-4-ethylphenyl)acetamide ClC1=C(C=CC(=C1)CC)NC(C)=O